ClC1=C(OC2=NC=C(C=C2C(=O)NC2=CC(=CC=C2)F)C(F)(F)F)C=CC(=C1)OC(F)(F)F 2-[2-chloro-4-(trifluoromethoxy)phenoxy]-N-(3-fluorophenyl)-5-(trifluoromethyl)pyridine-3-carboxamide